4-(4-((1R,5S)-3,8-Diazabicyclo[3.2.1]octan-3-yl)-2-((2-chloropyrrolo[2,1-b]thiazol-6-yl)methoxy)-8-fluoropyrido[4,3-d]pyrimidin-7-yl)-5-ethyl-6-fluoronaphthalen-2-ol [C@H]12CN(C[C@H](CC1)N2)C=2C1=C(N=C(N2)OCC=2C=C3SC(=CN3C2)Cl)C(=C(N=C1)C1=CC(=CC2=CC=C(C(=C12)CC)F)O)F